4-(3-acetyl-2-methyl-5-(4-(methylsulfonyl)butan-2-yl)-1H-pyrrol-1-yl)benzonitrile C(C)(=O)C1=C(N(C(=C1)C(C)CCS(=O)(=O)C)C1=CC=C(C#N)C=C1)C